N-(3-formylphenyl)-pyridinamide C(=O)C=1C=C(C=CC1)NC(=O)C1=NC=CC=C1